N,N-dimethyl-dimethyl-nonanamide CN(C(C(CCCCCCC)(C)C)=O)C